ClC1=CC(=C(C=C1)N1N=CC(=N1)C(=O)NC[C@]1(NC(NC1=O)=O)C1CC1)F 2-(4-chloro-2-fluorophenyl)-N-{[(4R)-4-cyclopropyl-2,5-dioxoimidazolidin-4-yl]methyl}-2H-1,2,3-triazole-4-carboxamide